C(C)N1C(N(C(C1(F)F)(F)F)C)(F)F 1-ethyl-3-methyl-hexafluoroimidazole